NC1=NC(=CC(=N1)N1[C@@H](COCCC1)C1=C(C=C(C(=O)NC2CC2)C=C1)Cl)C |r| (+-)-4-[4-(2-amino-6-methyl-pyrimidin-4-yl)-1,4-oxazepan-3-yl]-3-chloro-N-cyclopropyl-benzamide